3-methoxy-N-((4-methoxybenzyl)oxy)-N-methyl-5-((5-(4-(trifluoromethyl)phenyl)oxazol-2-yl)amino)picolinamide COC=1C(=NC=C(C1)NC=1OC(=CN1)C1=CC=C(C=C1)C(F)(F)F)C(=O)N(C)OCC1=CC=C(C=C1)OC